N1C=NC2=C3C=CC=NC3=C3N=CC=CC3=C21 imidazo[4,5-f]-1,10-phenanthroline